1-((1-propenoylazetidin-3-yl)methyl)-7-chloro-6-(6-fluoro-1H-indol-4-yl)quinoxalin-2(1H)-one C(C=C)(=O)N1CC(C1)CN1C(C=NC2=CC(=C(C=C12)Cl)C1=C2C=CNC2=CC(=C1)F)=O